BrC=1C=NC(=NC1)N1N=CN=C1[C@H](C)NC(OC(C)(C)C)=O tert-butyl N-[(1S)-1-[2-(5-bromopyrimidin-2-yl)-1,2,4-triazol-3-yl]ethyl]carbamate